2-((3R,5S)-3,4,5-trimethylpiperazin-1-yl)nicotinonitrile C[C@@H]1CN(C[C@@H](N1C)C)C1=C(C#N)C=CC=N1